FC1=C2C(C=CNC2=CC(=C1)OC)=O 5-fluoro-7-methoxy-4-oxo-1,4-dihydroquinoline